(R)-tert-butyl 3-bromopyrrolidine-1-carboxylate Br[C@H]1CN(CC1)C(=O)OC(C)(C)C